CSC1=CC=C(C=C1)[C@H](C)NC(=O)[C@@H]1CN(CCC1)C=1C=2C(N=CN1)=NN(C2)C2=CC=C(C=C2)C (S)-N-((S)-1-(4-(methylthio)phenyl)ethyl)-1-(2-(p-tolyl)-2H-pyrazolo[3,4-d]pyrimidin-4-yl)piperidine-3-carboxamide